isobutyl-phosphonium C(C(C)C)[PH3+]